NC(C)=C(C(C)=O)C=1C=C(C(=O)OC)C=C(C1)F methyl 3-(2-amino-4-oxopent-2-en-3-yl)-5-fluorobenzoate